C1(CCCCC1)P(C1=C(C=CC=C1)C1=C(C=C(C=C1C(C)C)C(C)C)C(C)C)C1CCCCC1 dicyclohexyl-(2',4',6'-tri-isopropyl-1,1'-biphenyl-2-yl)-phosphane